N1=C2C(=CC=C1)C1(NC2=O)CC1 spiro[cyclopropane-1,5'-pyrrolo[3,4-b]pyridin]-7'(6'H)-one